N1CC(CCC1)C(=O)O 3-piperidinecarboxylic acid